C(C)(C)(C)N(C(O)=O)C1=NC=C(C=C1C)NC(C(=O)N1C(CCC(C1)C)C=1SC(=CC1)Br)=O.C(C)C(COC(C1=CC=C(C=C1)N)=O)CCCC p-amino-benzoic acid-2-ethylhexylester tert-butyl-(5-(2-(2-(5-bromothiophen-2-yl)-5-methylpiperidin-1-yl)-2-oxoacetamido)-3-methylpyridin-2-yl)carbamate